2-(((S)-1-(1H-tetrazol-1-yl)propan-2-yl)oxy)-4-(2-((3-(3-ethoxypropoxy)-1-((1r,4r)-4-morpholinocyclohexyl)-1H-pyrazol-4-yl)amino)pyrimidin-5-yl)benzonitrile N1(N=NN=C1)C[C@H](C)OC1=C(C#N)C=CC(=C1)C=1C=NC(=NC1)NC=1C(=NN(C1)C1CCC(CC1)N1CCOCC1)OCCCOCC